1-methyl-5-oxopiperazin CN1CCNC(C1)=O